N1,N1-diethylethane-1,2-diamine C(C)N(CCN)CC